5-hydroxy-3,7-dimethoxy-2-(4-methoxy-3-(3-morpholinopropoxy)phenyl)-8-(1,2,3,6-tetrahydropyridin-4-yl)-4H-benzopyran-4-one OC1=CC(=C(C2=C1C(C(=C(O2)C2=CC(=C(C=C2)OC)OCCCN2CCOCC2)OC)=O)C=2CCNCC2)OC